1-heptyl-[4,4'-bipyridine] hexafluorophosphate F[P-](F)(F)(F)(F)F.C(CCCCCC)N1CC=C(C=C1)C1=CC=NC=C1